COC1=C(C=CC=C1)C(CN1C(N(C(C2=C1SC(=C2C)C=2OC=CN2)=O)C(C(=O)O)(C)C)=O)OC2CCN(CC2)C 2-(1-(2-(2-methoxyphenyl)-2-((1-methylpiperidin-4-yl)oxy)ethyl)-5-methyl-6-(oxazol-2-yl)-2,4-dioxo-1,4-dihydrothieno[2,3-d]pyrimidin-3(2H)-yl)-2-methylpropionic acid